IC=1C=CC(=NC1)CCS(=O)(=O)O (5-iodopyridin-2-yl)methylmethanesulfonic acid